ClC1=C(C=C(C=C1)C(O)[C@@H]1OC(OC1)(C)C)CC1=CC2=CC=CC=C2C=C1 (4-chloro-3-(naphthalen-2-ylmethyl)phenyl)((R)-2,2-dimethyl-1,3-dioxolan-4-yl)methanol